FC1=CC=C(COC2=CC=C(C=O)C=C2)C=C1 4-(4-fluorobenzyloxy)benzaldehyde